FC(F)(F)C=CC1=CC=C(C=C1)Cl trifluoromethyl-4-chlorostyrene